2-methyl-phenyl-imidazole tert-amylperoxyacetate C(C)(C)(CC)CC(=O)OO.CC1=C(C=CC=C1)C=1NC=CN1